C(C)OC[C@H]1CNCCO1 (2R)-2-(ethoxymethyl)morpholine